CC1=NN(C(C2=CC=C(C=C12)NCCN1CCNCC1)=O)C1C(NC(CC1)=O)=O 3-(4-methyl-1-oxo-6-((2-(piperazin-1-yl)Ethyl)amino)phthalazin-2(1H)-yl)piperidine-2,6-dione